C1(=CCCC1)C1=C2C=CC=C(C2=CC=C1)N 5-(Cyclopent-1-en-1-yl)naphthalen-1-amine